C(C)(C)(C)OC(=O)N1CC2=CC=CC(=C2CC1)NCC1CC1 5-((cyclopropylmethyl)amino)-3,4-dihydroisoquinoline-2(1H)-carboxylic acid tert-butyl ester